FC=1C=C(OCC(=O)N2CC3=C(CC2)SC(=C3)C3=NOC(=N3)C(F)(F)F)C=CC1 2-(3-fluorophenoxy)-1-(2-(5-(trifluoromethyl)-1,2,4-oxadiazol-3-yl)-6,7-dihydrothieno[3,2-c]pyridin-5(4H)-yl)ethan-1-one